N-{2-[bis(carboxymethyl)amino]-4-{[(3-methoxyphenyl)methyl]oxy}phenyl}-N-(carboxymethyl)glycine C(=O)(O)CN(C1=C(C=CC(=C1)OCC1=CC(=CC=C1)OC)N(CC(=O)O)CC(=O)O)CC(=O)O